C1(CCCCCN1)=O 6-caprolactam